C(N)(=O)C=1C=C2C(=CC=NC2=CC1OC)OC=1C=C2C=CC=C(C2=CC1)C(=O)O 6-(6-Carbamoyl-7-methoxyquinolin-4-yloxy)-1-naphthoic acid